C[C@@]12C(C(C([C@H]1[C@@H]1CCC=3C=C(C=CC3[C@H]1CC2)CC(=O)[O-])CC(=O)[O-])CC(=O)[O-])CC(=O)[O-] estra-1,3,5(10)-trien-3,15,16,17-tetraacetate